ClC=1NC(C=2N=C(N(C2N1)C1=CCCCC1)C1=CC=CC2=C1N(C=N2)C)=O 2-chloro-9-(cyclohex-1-en-1-yl)-8-(1-methyl-1H-benzo[d]imidazol-7-yl)-1,9-dihydro-6H-purin-6-one